(1R,4R)-4'-chloro-4-(3-chloroanilino)-2'-[(2R)-3-hydroxy-2-methylpropyl]spiro[cyclohexane-1,1'-indene]-4-carboxylic acid methyl ester COC(=O)C1(CCC2(C(=CC3=C(C=CC=C23)Cl)C[C@H](CO)C)CC1)NC1=CC(=CC=C1)Cl